1-(2-cyanopyridin-4-yl)ethyl methanesulfonate CS(=O)(=O)OC(C)C1=CC(=NC=C1)C#N